C(#N)C1=C(OC=2C=C3C(N(C=NC3=CC2)C=2C=CC(=NC2)N2CCN(CC2)C(=O)OC(C)(C)C)=O)C(=CC=C1F)F tert-butyl 4-{5-[6-(2-cyano-3,6-difluorophenoxy)-4-oxoquinazolin-3-yl]pyridin-2-yl}piperazine-1-carboxylate